NC=1C=CC(=NC1C(N)=O)N1CCN(CC1)C(=O)OC(C)(C)C tert-butyl 4-(5-amino-6-carbamoyl-2-pyridyl)piperazine-1-carboxylate